[4-[4-[6-chloro-4-(trifluoromethyl)-2-pyridyl]piperazin-1-yl]sulfonylphenyl]-2-piperazin-1-yl-acetamide ClC1=CC(=CC(=N1)N1CCN(CC1)S(=O)(=O)C1=CC=C(C=C1)C(C(=O)N)N1CCNCC1)C(F)(F)F